CS(=O)(=O)C1=C(C=CC=C1)C1(NC=CC(=N1)N)N 2-(2-(methylsulfonyl)phenyl)pyrimidine-2,4-diamine